C1(=CC=CC=C1)C(\C=C\C1=CC=CC=C1)CC(=O)O.C12(C=CC(CC1)C2)S(=O)(=O)N bicyclo-[2.2.1]-heptenesulfonamide (E)-1,3-diphenylallylacetate